3-chloro-3,3-difluoropropionyl chloride ClC(CC(=O)Cl)(F)F